C(C)(=O)O[C@H](C)C1=CC=C(C=C1)[N+](=O)[O-] (R)-1-(4-nitrophenyl)ethanol acetate